OC=1C=C(C=C(C1O)O)C1=[O+]C=2C=C(C=C(C2C=C1O)O)O 2-(3,4,5-trihydroxyphenyl)-chromenylium-3,5,7-triol